4-cyano-3-((4-fluorobenzyl)oxy)-N-methoxy-N-methylbenzamide C(#N)C1=C(C=C(C(=O)N(C)OC)C=C1)OCC1=CC=C(C=C1)F